(E)-5-(((4-cyclopropyl-3,4-dihydro-2H-benzo[b][1,4]-oxazin-7-yl)imino)methyl)-2,2-dimethyl-1,3-dioxane-4,6-dione C1(CC1)N1C2=C(OCC1)C=C(C=C2)\N=C\C2C(OC(OC2=O)(C)C)=O